(S)-3-(5-(((S)-1-((8-fluoro-2-(tetrahydro-2H-pyran-4-yl)quinolin-6-yl)methyl)pyrrolidin-3-yl)oxy)-1-oxoisoindolin-2-yl)piperidine-2,6-dione FC=1C=C(C=C2C=CC(=NC12)C1CCOCC1)CN1C[C@H](CC1)OC=1C=C2CN(C(C2=CC1)=O)[C@@H]1C(NC(CC1)=O)=O